C(C)N(CCOC1=C(S(C=C1)C(F)F)C(=O)O)CC 3-(2-(diethylamino)ethoxy)-S-(difluoromethyl)thiophene-2-carboxylic acid